(E)-N-methyl-4-(2-pyridinylamino)benzenesulfonamide CNS(=O)(=O)C1=CC=C(C=C1)NC1=NC=CC=C1